allyl-dipropenylpropylammonium hydroxide [OH-].C(C=C)[N+](CCC)(C=CC)C=CC